C(C)(C)(C)OC(=O)N1C=CC2=C(C(=CC(=C12)C)OC)CN1[C@@H](CC(CC1)C=1C=NN(C1)C(F)F)C1=CC=C(C=C1)C(=O)OC (S)-5-methoxy-4-((2-(4-(methoxycarbonyl)phenyl)-4-(1-difluoromethyl-1H-pyrazol-4-yl)piperidin-1-yl)methyl)-7-Methyl-1H-indole-1-carboxylic acid tert-butyl ester